N1=CC=C(C2=CC=CC=C12)[C@@H](O)[C@H]1N2C[C@@H]([C@H](C1)CC2)C=C (R)-quinolin-4-yl-((1S,2S,4S,5R)-5-vinylquinuclidin-2-yl)methanol